C(C)(C)(C)OC(=O)N1CCN(CC1)C1=NC2=CC=C(C=C2C=C1Cl)C1=CC=C(C=C1)CNC(=O)OC(C)(C)C.C(CCCCCCC)C1=CC=C(C=C1)NC(C=CCCCCCCCC)=O N-(4-octylphenyl)undecenamide tert-butyl-4-[6-[4-[(tert-butoxycarbonylamino)methyl]phenyl]-3-chloro-2-quinolyl]piperazine-1-carboxylate